C1(CC1)C1=CC(=NO1)C1(CCN(CC1)C(=O)NC1=C(C=CC=C1N1CCN(CC1)C(C)C)F)C 4-(5-cyclopropyl-1,2-oxazol-3-yl)-N-{2-fluoro-6-[4-(propan-2-yl)piperazin-1-yl]phenyl}-4-methylpiperidine-1-carboxamide